CC1=CC=C(CC1)C(C)C 1-methyl-4-isopropylcyclohexa-1,3-diene